tert-butyl 4-chloro-3-(2-ethoxy-2-oxo-ethoxy)-5-[3-[methyl-[1-[(3-nitrophenyl)methylsulfonyl]-4-piperidyl]amino]phenyl]thiophene-2-carboxylate ClC=1C(=C(SC1C1=CC(=CC=C1)N(C1CCN(CC1)S(=O)(=O)CC1=CC(=CC=C1)[N+](=O)[O-])C)C(=O)OC(C)(C)C)OCC(=O)OCC